CNS(=O)(=O)C1=CC(=C(C=C1)NC1=CC(=CC=C1)OC(F)(F)F)C1=NN=NN1C N-methyl-3-(1-methyl-1H-tetrazol-5-yl)-4-((3-(trifluoromethoxy)phenyl)amino)benzenesulfonamide